S1C(=NC2=C1C=CC=C2)C=2C(N(C(CC2O)C)C)=O 3-(1,3-benzothiazol-2-yl)-4-hydroxy-1,6-dimethyl-5,6-dihydropyridin-2(1H)-one